FC(C1=NC=CC2=C1C[C@@H]1CC[C@H]2N1)F (5R,8S)-1-(difluoromethyl)-6,7,8,9-tetrahydro-5H-5,8-epiminocyclohepta[c]pyridine